FC1=CC=C(C=C1)C1(CC2C(CN(C2)C2=NC(=CC=C2)C)C1)O 5-(4-fluorophenyl)-2-(6-methylpyridin-2-yl)-octahydrocyclopenta[c]pyrrol-5-ol